ClC1CCCC=2C(=NN(C12)C1=CN=NC(=C1)O[C@@H](C)C1=CC2=C(OC(O2)(F)F)C=C1)C(F)(F)F 7-chloro-1-(6-((S)-1-(2,2-difluorobenzo[d][1,3]dioxol-5-yl)ethoxy)pyridazin-4-yl)-3-(trifluoromethyl)-4,5,6,7-tetrahydro-1H-indazole